2-(1,3-dithiol-2-ylidene)acetonitrile S1C(SC=C1)=CC#N